C(C=C)(=O)N1[C@H](CN(CC1)C1=NC(=NC=2C[C@@H](CCC12)N1CCCC2=CC=CC=C12)N1C[C@@H]([C@@H](C1)NC)OC)CC#N 2-((S)-1-acryloyl-4-((R)-7-(3,4-dihydroquinolin-1(2H)-yl)-2-((3S,4R)-3-methoxy-4-(methylamino)pyrrolidin-1-yl)-5,6,7,8-tetrahydroquinazolin-4-yl)piperazin-2-yl)acetonitrile